BrC1=C(C=C(C=C1)[C@@H](C(F)(F)F)N([S@](=O)C(C)(C)C)C)OC (R)-N-[(1S)-1-(4-bromo-3-methoxy-phenyl)-2,2,2-trifluoro-ethyl]-N,2-dimethyl-propane-2-sulfinamide